ClC1=CC=CC2=C1C(=NO2)N(S(=O)(=O)C2=CC=CC=C2)S(=O)(=O)C2=CC=CC=C2 N-(4-chlorobenzo[d]isoxazol-3-yl)-N-(benzenesulfonyl)benzenesulfonamide